C(CCCC)C1=C(C(=O)O)C=CC=C1 e-pentyl-benzoic acid